[Cl-].[Cl-].C(CC)C1(C=CC=C1)[Hf+2]C1(C=CC=C1)CCC bis(propylcyclopentadienyl)hafnium (IV) dichloride